C1(OC(C(F)O1)(C)F)=O 1,2-difluoro-1-methylethylene carbonate